C(CC)C(=C)C1=CC=CC=C1 α-propylstyrene